BrC1=C(CCC2=NC=3N(C(N(C(C3N2CCC)=O)CC#C)=O)CCCCP(O)(O)=O)C=CC=C1 (4-(8-(2-Bromophenethyl)-2,6-dioxo-1-(prop-2-yn-1-yl)-7-propyl-1,2,6,7-tetrahydro-3H-purin-3-yl)butyl)phosphonic acid